dilysine monosulfate S(=O)(=O)(O)O.N[C@@H](CCCCN)C(=O)O.N[C@@H](CCCCN)C(=O)O